(1r,4r)-4-{[2-(2,6-dioxopiperidin-3-yl)-1,3-dioxoisoindol-4-yl]oxy}cyclohexane-1-carboxylic acid O=C1NC(CCC1N1C(C2=CC=CC(=C2C1=O)OC1CCC(CC1)C(=O)O)=O)=O